(aminomethyl)-5-(2-chloro-5-fluorophenyl)-1-[(4-methoxyphenyl)methyl]pyrrolidin-2-one NCC1C(N(C(C1)C1=C(C=CC(=C1)F)Cl)CC1=CC=C(C=C1)OC)=O